C(C)(C)(C)OC(N(C1=NC=NC(=C1C)Cl)C(=O)OC(C)(C)C)=O N-tert-Butoxycarbonyl-N-(6-chloro-5-methyl-pyrimidin-4-yl)carbamic acid tert-butyl ester